C(C)(C)(C)N1C2=NC(=NC(=C2N=C1)N[C@H]1[C@@H](C1)C1=CC(=C(C=C1)F)F)SCCC 9-(tert-butyl)-N-((1R,2S)-2-(3,4-difluorophenyl)cyclopropyl)-2-(propylsulfanyl)-9H-purin-6-amine